C(C)(C)(C)OC(=O)OC1=C(C=CC(=C1)Cl)NC(=O)C=1C(=CC2=CC=CC=C2C1)OCCCNC(=O)C=1C(=CC2=CC=CC=C2C1)OCCNC(OC(C)(C)C)=O tert-butyl (2-((3-((3-((3-((2-((tert-butoxycarbonyl)oxy)-4-chlorophenyl)carbamoyl)naphthalen-2-yl)oxy)propyl)carbamoyl)naphthalen-2-yl)oxy)ethyl)carbamate